N'-{(2S,3R)-1-(azetidine-1-carbonyl)-2-[(2,3'-difluoro[1,1'-biphenyl]-3-yl)methyl]-4,4-difluoropyrrolidin-3-yl}-N,N-dimethylsulfuric diamide N1(CCC1)C(=O)N1[C@H]([C@H](C(C1)(F)F)NS(N(C)C)(=O)=O)CC=1C(=C(C=CC1)C1=CC(=CC=C1)F)F